COCCOCC12CC(CC(N1C(=O)C1=NC=CC=C1)C2)C (trans-1-((2-methoxyethoxy)methyl)-3-methyl-6-azabicyclo[3.1.1]heptan-6-yl)(pyridin-2-yl)methanone